2-chloro-7-methylthieno[3,2-d]pyrimidine ClC=1N=CC2=C(N1)C(=CS2)C